N1(N=CC=C1)C=1C=CC(=NC1)N1C([C@@H]2N(CCN(C2)C#N)CC1)=O (R)-8-(5-(1H-pyrazol-1-yl)pyridin-2-yl)-9-oxooctahydro-2H-pyrazino[1,2-a]pyrazine-2-carbonitrile